N-{[5-chloro-6-(4-methyl-3,4-dihydro-2H-1,4-benzoxazin-7-yl)-2-indolyl]methyl}acetamide ClC=1C=C2C=C(NC2=CC1C1=CC2=C(N(CCO2)C)C=C1)CNC(C)=O